COC1=C(C(=CC(=C1)C1=CN(C(C2=CN=CC=C12)=O)C)OC)CN1CCN(CC1)CCCCS(=O)(=O)OCCOC1=CC=NC=C1 2-(pyridin-4-yloxy)ethanol 3-(4-[[2,6-dimethoxy-4-(2-methyl-1-oxo-2,7-naphthyridin-4-yl)phenyl]methyl]piperazin-1-yl)propyl-methanesulfonate